cyclopropyl-N-methyl-1-((2-methyl-1H-indol-4-yl)methyl)-2-oxo-1,2-Dihydropyridine-3,5-dicarboxylic acid diamide C1(CC1)C1=C(C(N(C=C1C(=O)N)CC1=C2C=C(NC2=CC=C1)C)=O)C(=O)NC